(4-(4-(1-(3-(trifluoromethyl)-7,8-dihydro-[1,2,4]triazolo[4,3-b]pyridazin-6-yl)piperidin-4-yl)phenoxy)butoxy)acetate FC(C1=NN=C2N1N=C(CC2)N2CCC(CC2)C2=CC=C(OCCCCOCC(=O)[O-])C=C2)(F)F